4-[7-chloro-1-(4-methoxybenzyl)-1H-pyrazolo[4,3-c]pyridin-4-yl]-N-[trans-4-(2-hydroxypropan-2-yl)cyclohexyl]benzamide n-Butylpropionat C(CCC)OC(CC)=O.ClC=1C2=C(C(=NC1)C1=CC=C(C(=O)N[C@@H]3CC[C@H](CC3)C(C)(C)O)C=C1)C=NN2CC2=CC=C(C=C2)OC